C1(CC1)N(C(=O)C=1C(=NN(C1F)C)C(F)F)CC1=C(C=CC(=C1)F)C(C)C N-cyclopropyl-3-(difluoromethyl)-5-fluoro-N-(5-fluoro-2-isopropylbenzyl)-1-methyl-1H-pyrazole-4-amide